NC=1C=C(C=CC1N)S(=O)(=O)C1=CC(=C(C=C1)N)N 3,4-Diaminophenylsulfon